methyl-7-(methylsulfonyl)-1,1a,2,8b-tetrahydrobenzo[b]cycloprop[d]azepin-3(4H)-one CC1C2C3=C(NC(CC21)=O)C=CC(=C3)S(=O)(=O)C